C(CCC)N(CCCC)C(C[SiH2]C1=CC=C(C=C1)C=C)N(CCCC)CCCC bis(dibutylamino)ethyl-(4-vinylphenyl)silane